FC=1C=CC(=C(C1)C1=CC(=CN(C1=O)C)C(=O)OC)OCCC[C@H](CNC1=C(C=CC(=C1)N1CCN(CC1)C)[N+](=O)[O-])C methyl 5-(5-fluoro-2-{[(4R)-4-methyl-5-{[5-(4-methylpiperazin-1-yl)-2-nitrophenyl] amino} pentyl] oxy} phenyl)-1-methyl-6-oxopyridine-3-carboxylate